C(CCCCCC)C1C(N[C@H](C(N[C@@H](CC2(CCNC2=O)C/C=C/CCC1)[C@H](O)P(OCC)(OCC)=O)=O)CC(C)C)=O diethyl ((1R)-((7S,10S,E)-13-heptyl-10-isobutyl-1,9,12-trioxo-2,8,11-triazaspiro[4.14]nonadec-17-en-7-yl)(hydroxy)methyl)phosphonate